7-(2-amino-5-(4-(4-(cyclopropylmethyl)piperazin-1-yl)phenyl)-6-fluoropyridin-3-yl)-5-fluoro-2-methylquinazolin-4(3H)-one NC1=NC(=C(C=C1C1=CC(=C2C(NC(=NC2=C1)C)=O)F)C1=CC=C(C=C1)N1CCN(CC1)CC1CC1)F